BrC1=NNC2=NC=NC(=C21)N2CCC(CC2)C(OCCN(C)C)C2=CC=C(C=C2)Cl 2-((1-(3-bromo-1H-pyrazolo[3,4-d]pyrimidin-4-yl)piperidin-4-yl)(4-chlorophenyl)methoxy)-N,N-dimethylethan-1-amine